ClC1=CC=C(C=C1)C1=C(C=CC=C1)CN1C2CN(C(C1)CC2)CC=2C=C1CN(C(C1=CC2)=O)C2C(NC(CC2)=O)=O 3-(5-((5-((4'-chloro-[1,1'-biphenyl]-2-yl)methyl)-2,5-diazabicyclo[2.2.2]oct-2-yl)methyl)-1-oxoisoindolin-2-yl)piperidine-2,6-dione